C(=C)C1=CC=C(C=C1)[SiH](O)O 4-vinylphenyl-silanediol